BrC1=CC=C(C=C1)/C=C(/C(=O)N1CCN(CC1)C(C1=CN=C(C=C1)OC)=O)\C (E)-3-(4-bromophenyl)-1-(4-(6-methoxynicotinoyl)piperazin-1-yl)-2-methylpropan-2-en-1-one